tert-butyl (S)-6-(3-(4-benzyl-2-ethyl-2-methylpiperazin-1-yl)-4-iodo-5-methyl-1H-pyrazol-1-yl)-2-azaspiro[3.3]heptane-2-carboxylate C(C1=CC=CC=C1)N1C[C@](N(CC1)C1=NN(C(=C1I)C)C1CC2(CN(C2)C(=O)OC(C)(C)C)C1)(C)CC